[Ir+3].C1(=CC=CC=C1)C1=NC=CC=C1.C1(=CC=CC=C1)C1=NC=CC=C1.C1(=CC=CC=C1)C1=NC=CC=C1 Tris(2-phenylpyridine) Iridium(III)